3-{1-[8-(3,6-dihydro-2H-pyran-4-yl)-9-methyl-6-(morpholin-4-yl)-9H-purin-2-yl]-1H-pyrazol-3-yl}benzonitrile O1CCC(=CC1)C=1N(C2=NC(=NC(=C2N1)N1CCOCC1)N1N=C(C=C1)C=1C=C(C#N)C=CC1)C